COC=1C=C(C(=O)C(C(=O)OC)Br)C=CC1OCC1=CC=CC=C1 methyl 2-(3-methoxy-4-benzyloxybenzoyl)-2-bromoacetate